ClC=1N=C(C2=C(N1)C(=CS2)C2CC2)Cl 2,4-dichloro-7-cyclopropylthieno[3,2-d]pyrimidine